C(#N)C1=CC(=C(C=C1)N1CC(N(C2(CC(C2)C(=O)NC2COC2)C1=O)CC1=CC=C(C=C1)C(F)(F)F)=O)F (2s,4s)-8-(4-cyano-2-fluorophenyl)-N-(oxetan-3-yl)-6,9-dioxo-5-(4-(trifluoromethyl)benzyl)-5,8-diazaspiro[3.5]nonane-2-carboxamide